FC(OC1=CC=C(C=C1)S(=O)(=O)N1CCC2(CCC(C2)N2C3COC(C2)C3)CC1)F 5-(8-((4-(Difluoromethoxy)phenyl)sulfonyl)-8-azaspiro[4.5]decan-2-yl)-2-oxa-5-azabicyclo[2.2.1]heptane